N-methyl-N-(4-((4-(2-(4-(trityloxy)phenyl)propan-2-yl)phenoxy)methyl)pyrimidine-2-yl)methylsulfonamide CN(S(=O)=O)CC1=NC=CC(=N1)COC1=CC=C(C=C1)C(C)(C)C1=CC=C(C=C1)OC(C1=CC=CC=C1)(C1=CC=CC=C1)C1=CC=CC=C1